ClC1=C(C=C(C=C1)F)C1NC(C=2C1=C(C=C1C(=NN(C21)C)C#N)NC(C2=CC(=CC(=C2)C(F)(F)F)F)=O)=O N-(6-(2-chloro-5-fluorophenyl)-3-cyano-1-methyl-8-oxo-1,6,7,8-tetrahydropyrrolo[3,4-g]indazol-5-yl)-3-fluoro-5-(trifluoromethyl)benzamide